FC1=C(C(=CC=C1)OC)C1=CC(=NC=C1C(=O)NC=1SC(=NN1)OCC(C)(C)O)C 4-(2-Fluoro-6-methoxyphenyl)-N-(5-(2-hydroxy-2-methylpropoxy)-1,3,4-thiadiazol-2-yl)-6-methylnicotinamide